lithium (4S)-4-methyloxetane-2-carboxylate C[C@H]1CC(O1)C(=O)[O-].[Li+]